tert-butyl ((4-((1-benzyl-3-methylazetidin-3-yl)amino)-2,6-difluoro-3-methylphenyl)sulfonyl)(thiazol-4-yl)carbamate C(C1=CC=CC=C1)N1CC(C1)(C)NC1=C(C(=C(C(=C1)F)S(=O)(=O)N(C(OC(C)(C)C)=O)C=1N=CSC1)F)C